N-[5-[[4-[5-aminopentyl-(hydroxy)amino]-4-oxobutanoyl]amino]pentyl]-N-hydroxybutandiamide NCCCCCN(C(CCC(=O)NCCCCCN(C(CCC(=O)N)=O)O)=O)O